COC(=O)C1=CC(=C2C=CN(C2=C1)CCCN(C(C)C)C(=O)OC(C)(C)C)Br 4-bromo-1-(3-((tert-butoxycarbonyl)(isopropyl)amino)propyl)-1H-indole-6-carboxylic acid methyl ester